NC1=NC(=C(C=2N1C(N(N2)CC2=NC=C(C=C2)Cl)=O)Br)C2=CC=C(C=C2)F 5-amino-8-bromo-2-((5-chloropyridin-2-yl)methyl)-7-(4-fluorophenyl)-[1,2,4]triazolo[4,3-c]pyrimidin-3(2H)-one